3-imidazo[1,2-a]pyridin-2-ylaniline N=1C(=CN2C1C=CC=C2)C=2C=C(N)C=CC2